3,5-difluoro-4-((6-methyl-7-phenyl-2-(pyrrolidin-1-ylmethyl)-1H-imidazo[4,5-c]pyridin-1-yl)methyl)benzenesulfonamide FC=1C=C(C=C(C1CN1C(=NC=2C=NC(=C(C21)C2=CC=CC=C2)C)CN2CCCC2)F)S(=O)(=O)N